4-(2,2-difluoro-1-hydroxypropyl)-N-(6-methyl-5-(7-(methylamino)-1,6-naphthyridin-3-yl)pyridin-3-yl)picolinamide FC(C(O)C1=CC(=NC=C1)C(=O)NC=1C=NC(=C(C1)C=1C=NC2=CC(=NC=C2C1)NC)C)(C)F